tert-butyl (R)-(tert-butoxycarbonyl)(9-(6-(3-((tert-butoxycarbonyl)amino)-3-(cyclopropylcarbamoyl)pyrrolidin-1-yl)-4-chloro-3-fluoro-2-vinylbenzyl)-9H-purin-6-yl)carbamate C(C)(C)(C)OC(=O)N(C(OC(C)(C)C)=O)C1=C2N=CN(C2=NC=N1)CC1=C(C(=C(C=C1N1C[C@](CC1)(C(NC1CC1)=O)NC(=O)OC(C)(C)C)Cl)F)C=C